tert-butyl 2-(1,3-dimethyl-1H-indazol-7-yl)-2-(3-(5-(6,6-dimethyl-5,6,7,8-tetrahydro-1,8-naphthyridin-2-yl)pentyloxy)azetidin-1-yl)acetate CN1N=C(C2=CC=CC(=C12)C(C(=O)OC(C)(C)C)N1CC(C1)OCCCCCC1=NC=2NCC(CC2C=C1)(C)C)C